C1(CC1)C=1N=C2N(C=C(C=C2C)C(=O)O)C1 2-cyclopropyl-8-methylimidazo[1,2-a]pyridine-6-carboxylic acid